FC(C(=O)O)(F)F.N1CC(C1)C#N azetidine-3-carbonitrile trifluoroacetate salt